COC(C[C@@H](C)OCC1=CC=CC=C1)=O.FC1=CC=C(C(=O)C2=CC=C(C=C2)C(C2=CC=C(C=C2)F)=O)C=C1 1,4-BIs(4-fluorobenzoyl)benzene Methyl-(3R)-3-benzyloxybutanoate